(S)-quinuclidin-3-yl((R)-5-(3-butoxyphenyl)-6-fluoro-2,2-dimethyl-2,3-dihydro-1H-inden-1-yl)carbamate N12C[C@H](C(CC1)CC2)OC(N[C@@H]2C(CC1=CC(=C(C=C21)F)C2=CC(=CC=C2)OCCCC)(C)C)=O